2-fluoro-3-methoxy-6-(4-methyltetrahydropyran-4-yl)pyridine FC1=NC(=CC=C1OC)C1(CCOCC1)C